6-chloro-5-(4-fluorophenylmethyl)nicotinic acid methyl ester COC(C1=CN=C(C(=C1)CC1=CC=C(C=C1)F)Cl)=O